(3-[3,5-di-tert-butyl-4-hydroxyphenyl]propionyl)propionohydrazide C(C)(C)(C)C=1C=C(C=C(C1O)C(C)(C)C)CCC(=O)C(C(=O)NN)C